N-{[6-({[(2-fluorocyclobutyl)methyl]amino}methyl)imidazo[1,2-a]pyridin-2-yl]methyl}-4-oxo-4H-pyrido[1,2-a]pyrimidine-2-carboxamide FC1C(CC1)CNCC=1C=CC=2N(C1)C=C(N2)CNC(=O)C=2N=C1N(C(C2)=O)C=CC=C1